C(C1CCC(CC1)N=C=O)C1CCC(CC1)N=C=O methylene-bis-(4-isocyanatocyclohexane)